FC(C(=O)O)(F)F.NC=1C=CC(=NC1)C1=C(N(N=N1)C)C(=O)O 5-(5-amino-2-pyridyl)-3-methyl-triazole-4-carboxylic acid, trifluoroacetic acid salt